ClC1=C(N)C=C(C(=C1)Cl)OC(F)(F)Cl 2,4-dichloro-5-[chloro(difluoro)-methoxy]aniline